6-[2-cyano-3-[[ethyl(methyl)sulfamoyl]amino]-6-fluoro-phenoxy]-4-oxo-3-(6-piperazin-1-yl-3-pyridyl)quinazoline C(#N)C1=C(OC=2C=C3C(N(C=NC3=CC2)C=2C=NC(=CC2)N2CCNCC2)=O)C(=CC=C1NS(N(C)CC)(=O)=O)F